6-(cyclopentyl-(methyl)amino)-4-(hydroxymethyl)-2,3-dihydro-1H-pyrrolo[3,4-c]pyridin-1-one C1(CCCC1)N(C1=CC2=C(C(=N1)CO)CNC2=O)C